[Si](C)(C)(C(C)(C)C)OCC(CCC1=C(C(=NC=C1)C(C)C)N1C(NC(C2=C1N=C(C(=C2)F)Cl)=O)=O)(F)F 1-(4-(4-((tert-butyldimethylsilyl)oxy)-3,3-difluorobutyl)-2-isopropylpyridine-3-yl)-7-chloro-6-fluoropyrido[2,3-d]Pyrimidine-2,4(1H,3H)-dione